tert-butyl ((3R,6S)-6-(5-(methylsulfonyl)-1,3,4-thiadiazol-2-yl)tetrahydro-2H-pyran-3-yl)carbamate CS(=O)(=O)C1=NN=C(S1)[C@@H]1CC[C@H](CO1)NC(OC(C)(C)C)=O